N-(2-(4-((1R,4R)-2-oxa-5-azabicyclo[2.2.1]heptane-5-yl)piperidine-1-yl)-5-((6-((R)-3-(4-chlorophenyl)-isoxazolidine-2-yl)pyrimidine-4-yl)amino)-4-methoxy-phenyl)acrylamide [C@H]12OC[C@H](N(C1)C1CCN(CC1)C1=C(C=C(C(=C1)OC)NC1=NC=NC(=C1)N1OCC[C@@H]1C1=CC=C(C=C1)Cl)NC(C=C)=O)C2